COC(=O)C=1C=2C(CN(C2C=CC1C=1C=NN(C1C)CC12CC3CC(CC(C1)C3)C2)C=2N=NC(=CC2)Cl)(C)C 5-(1-(adamantan-1-ylmethyl)-5-methyl-1H-pyrazol-4-yl)-1-(6-chloropyridazin-3-yl)-3,3-dimethylindoline-4-carboxylic acid methyl ester